O=C1N(C(CCC1N1C(C2=CC=C(C=C2C1)OC[C@H]1N(CCCC1)C(=O)OC(C)(C)C)=O)=O)COCC[Si](C)(C)C tert-butyl (2S)-2-(((2-(2,6-dioxo-1-((2-(trimethylsilyl)ethoxy)methyl)piperidin-3-yl)-1-oxoisoindolin-5-yl)oxy)methyl)piperidine-1-carboxylate